5-chloro-2-(2-hydroxy-3-α-cumyl-5-tert-octylphenyl)-2H-benzotriazole ClC1=CC=2C(=NN(N2)C2=C(C(=CC(=C2)C(C)(C)CC(C)(C)C)C(C)(C)C2=CC=CC=C2)O)C=C1